9-(3',4'-dichloro-5'-fluoro-[1,1'-biphenyl]-2-yl)-9H-carbazole ClC=1C=C(C=C(C1Cl)F)C1=C(C=CC=C1)N1C2=CC=CC=C2C=2C=CC=CC12